N-((S)-((R)-2'-iodo-6,6'-dimethyl-[1,1'-biphenyl]-2-yl)(4-isopropylphenyl)-λ4-sulfaneylidene)benzamide IC1=C(C(=CC=C1)C)C1=C(C=CC=C1C)[S@@](=NC(C1=CC=CC=C1)=O)C1=CC=C(C=C1)C(C)C